[C@@H]12[C@@H](C[C@@H](CC1)C2)CO (1R,2R,4S)-bicyclo[2.2.1]heptan-2-ylmethanol